N1N=C(C=C1)NN1C=2N(C(C(=C1)C1=CC=C(C=C1)O)=O)N=C(C2C2=CC=CC=C2)C2=CC=CC=C2 ((1H-pyrazol-3-yl)amino)-6-(4-hydroxyphenyl)-2,3-diphenylpyrazolo[1,5-a]Pyrimidin-7(4H)-one